Methyl 2-(4-bromo-fluorophenyl)-2-(2,5-dioxoimidazolidin-1-yl)acetate BrC1=CC(=C(C=C1)C(C(=O)OC)N1C(NCC1=O)=O)F